[N+](=O)([O-])C=1C=CC2=C(C(=N[C@H](C=3N2C(=NN3)SCCC)CCC(=O)OC)C3=C(C=CC=C3)Cl)C1 methyl (S)-3-(8-nitro-6-(2-chlorophenyl)-1-(propylthio)-4H-benzo[f][1,2,4]triazolo[4,3-a][1,4]diazepin-4-yl)propionate